COC([C@H](CN(CC1=CC=CC=C1)CC1=CC=CC=C1)F)=O (S)-3-(dibenzylamino)-2-fluoropropanoic acid methyl ester